1-allyl-3-(2,6-diisopropylphenyl)imidazolium C(C=C)N1C=[N+](C=C1)C1=C(C=CC=C1C(C)C)C(C)C